N-(4-(9-phenyl-9H-pyrido[3,4-b]indol-6-yl)phenyl)-[1,1'-biphenyl]-4-amine C1(=CC=CC=C1)N1C2=C(C3=CC(=CC=C13)C1=CC=C(C=C1)NC1=CC=C(C=C1)C1=CC=CC=C1)C=CN=C2